C[C@H]1CN(CCN1C1=NC=C(N=C1)[N+](=O)[O-])C(=O)OC(C)(C)C t-butyl (S)-3-methyl-4-(5-nitropyrazin-2-yl)piperazin-1-carboxylate